1-(6-tert-butylpyrimidin-4-yl)-2-hydroxy-4-meth-Oxy-3-methyl-2H-pyrrol-5-one C(C)(C)(C)C1=CC(=NC=N1)N1C(C(=C(C1=O)OC)C)O